(2S,7S)-N-((S)-1-cyano-2-(4-(3-methyl-2-oxo-2,3-dihydrobenzo[d]oxazol-5-yl)phenyl)ethyl)-7-ethoxy-1,4-oxazocane-2-carboxamide C(#N)[C@H](CC1=CC=C(C=C1)C=1C=CC2=C(N(C(O2)=O)C)C1)NC(=O)[C@H]1OC[C@H](CCNC1)OCC